vinyl-methoxytrimethyl-silane C(=C)C[Si](C)(C)OC